COC1=C(C=CC=C1[N+](=O)[O-])C1=NN(C=N1)CCO 2-(3-(2-methoxy-3-nitrophenyl)-1H-1,2,4-triazol-1-yl)ethan-1-ol